tert-butyl-5-amino-4-(5-formyl-1-oxoisoindolin-2-yl)-5-oxopentanoate C(C)(C)(C)OC(CCC(C(=O)N)N1C(C2=CC=C(C=C2C1)C=O)=O)=O